OC[C@H](C)S(=O)(=O)NC1=CC(=C(C(=O)NC2=NC(=CC=C2)N2C[C@H](OCC2)C)C=C1)N1CCC2(CC2)CC1 4-(((S)-2-Hydroxy-1-methyl-ethyl)sulfonamido)-N-(6-((R)-2-methylmorpholino)pyridin-2-yl)-2-(6-azaspiro[2.5]octan-6-yl)benzamide